C(C(=C)C)(=O)OC1C2CCC(C1)C2 bicyclo[2.2.1]hept-2-yl methacrylate